CN1C(C2=C(C(=C1)C1=CC(=C3C(=N1)N(C=N3)CC3=CC=C(C=C3)C(F)(F)F)CCS(=O)(=O)N)C=CN2)=O (5-(6-methyl-7-oxo-6,7-dihydro-1H-pyrrolo[2,3-c]pyridin-4-yl)-3-(4-(trifluoromethyl)benzyl)-3H-imidazo[4,5-b]pyridin-7-yl)ethylsulfonamide